ClC1=C(C=C(C=2N1C=CN2)C2=CC=C(C=C2)OC(F)(F)F)CN [5-chloro-8-[4-(trifluoromethoxy)phenyl]imidazo[1,2-a]pyridin-6-yl]methanamine